C1(=CC=CC=C1)C1=NOC(=C1)CNC(=O)C=1N=NN(C1)CC(F)(F)F N-((3-phenylisoxazol-5-yl)methyl)-1-(2,2,2-trifluoroethyl)-1H-1,2,3-triazole-4-carboxamide